N-[3-chloro-4-[4-(5-hydroxypiperidine-3-carbonyl)piperazine-1-carbonyl]phenyl]-5-[2,3-difluoro-4-(fluoromethoxy)phenyl]-methyl-imidazole-2-carboxamide formate C(=O)O.ClC=1C=C(C=CC1C(=O)N1CCN(CC1)C(=O)C1CNCC(C1)O)NC(=O)C=1NC(=C(N1)C)C1=C(C(=C(C=C1)OCF)F)F